OCC(C(=O)N1N=C(C(=C1NCC1=CC=C(C=C1)C(N)=N)C)C1CN(C(C1C)=O)S(=O)(=O)C)(C)C 4-({[1-(3-hydroxy-2,2-dimethylpropanoyl)-3-(1-methanesulfonyl-4-methyl-5-oxopyrrolidin-3-yl)-4-methyl-1H-pyrazol-5-yl]amino}methyl)benzene-1-carboximidamide